S(=O)(=O)(O)C1=C(C=CC(=C1)N)C1=C(C=C(N)C=C1)S(=O)(=O)O 2,2'-disulfo-4,4'-benzidin